(E)-2-(1,1-difluorotridec-1,7-dien-2-yl)naphthalene FC(=C(CCCC\C=C\CCCCC)C1=CC2=CC=CC=C2C=C1)F